FC(OC1=CC=C(C(=O)N2CCC3(C(C3)CNC(=O)C3=CC=4C(=CN=CC4)O3)CC2)C=C1)(F)F N-[[6-[4-(trifluoromethoxy)benzoyl]-6-azaspiro[2.5]octan-2-yl]methyl]furo[2,3-c]pyridine-2-carboxamide